(8E,10Z)-8,10-dodecadien-1-ol C(CCCCCC\C=C\C=C/C)O